dioleyl diphosphate O(P(OCCCCCCCC\C=C/CCCCCCCC)(=O)OP(=O)([O-])[O-])CCCCCCCC\C=C/CCCCCCCC